9,9-bis[6-(2-hydroxyethoxy)2-naphthyl]fluorene OCCOC=1C=C2C=CC(=CC2=CC1)C1(C2=CC=CC=C2C=2C=CC=CC12)C1=CC2=CC=C(C=C2C=C1)OCCO